methyl 3-cyclopropyl-5-[(2-fluoro-2-methyl-propyl)sulfamoyl]-7,8-dihydro-6H-cyclopenta[g]isoquinoline-7-carboxylate C1(CC1)C=1N=CC2=CC3=C(C(=C2C1)S(NCC(C)(C)F)(=O)=O)CC(C3)C(=O)OC